NC1=NC2=C(N1C1=NC3=C(C=CC=C3C(=N1)NCC1=CC=CC=C1)OC)C=CC=C2 2-(2-amino-1H-benzimidazol-1-yl)-8-methoxy-N-(phenylmethyl)-4-quinazolinamine